COC1=NC=C(C=C1S(=O)(=O)N1C[C@@H]2CN(C[C@@H]2C1)C1CCOCC1)C (3aR,6aS)-2-((2-methoxy-5-methylpyridin-3-yl)sulfonyl)-5-(tetrahydro-2H-pyran-4-yl)octahydropyrrolo[3,4-c]pyrrole